7-bromo-4-iodo-1,3-benzothiazol-2-amine BrC1=CC=C(C=2N=C(SC21)N)I